FC1=CC=C(C=C1)C1=C(CCC(C1)(C)C)C(=O)N1CC(C1)CC=1C=C2CN(C(C2=CC1)=O)C1C(NC(CC1)=O)=O 3-(5-((1-(4'-fluoro-5,5-dimethyl-3,4,5,6-tetrahydro-[1,1'-biphenyl]-2-carbonyl)azetidin-3-yl)methyl)-1-oxoisoindolin-2-yl)piperidine-2,6-dione